C[C@@H]1N(CC[C@H]1NC)C(=O)OCC1=CC=CC=C1 benzyl (2S,3R)-2-methyl-3-(methylamino)pyrrolidine-1-carboxylate